OC1[C@@H]2CN(C[C@H]1C2)CC2=C1C(=NC=3C=CC=CC23)C2=CC3=C(C(N2C1)=O)COC(C3)=O 11-(((1R,5S)-6-hydroxy-3-azabicyclo[3.1.1]heptan-3-yl)methyl)-1,12-dihydro-14H-pyrano[3',4':6,7]indolizino[1,2-b]quinoline-3,14(4H)-dione